C(C)(C)(C)OC(=O)N1CCN(CC1)CC1=CC(=C(C=C1)[N+](=O)[O-])NCC(CCCO)C([2H])([2H])[2H] 4-(3-((5-hydroxyl-2-(methyl-d3)pentyl)amino)-4-nitrobenzyl)piperazine-1-carboxylic acid tert-butyl ester